Tert-butyl N-[1-[3-[4-[2-[1-(2,6-dioxo-3-piperidyl)-3-methyl-2-oxo-benzimidazol-5-yl]ethyl] piperazin-1-yl]propyl]-4-piperidyl]carbamate O=C1NC(CCC1N1C(N(C2=C1C=CC(=C2)CCN2CCN(CC2)CCCN2CCC(CC2)NC(OC(C)(C)C)=O)C)=O)=O